caprinitrile C(#N)CCCCCCCCC